ClC1=C(C=CC=C1F)CN 1-(2-chloro-3-fluorophenyl)methylamine